OC(COC=1C=C(C=2N(C1)N=CC2C#N)C=2C=NC(=CC2)N2CC1N(C(C2)C1)C(CCC1=CC=CC=C1)=O)(C)C 6-(2-hydroxy-2-methylpropyloxy)-4-(6-(6-(3-phenylpropionyl)-3,6-diazabicyclo[3.1.1]heptan-3-yl)pyridin-3-yl)pyrazolo[1,5-a]pyridine-3-carbonitrile